C(CCC)OC(CCCCCCCCCCCC/C=C/CCO)OCCCC (3E)-17,17-dibutoxy-3-heptadecen-1-ol